methyl 2-((S)-2-(4-methoxy-1H-indole-2-carboxamido)-4-methylpentanamido)-3-(2-oxo-1,2-dihydropyridin-3-yl)propanoate COC1=C2C=C(NC2=CC=C1)C(=O)N[C@H](C(=O)NC(C(=O)OC)CC=1C(NC=CC1)=O)CC(C)C